ClC(C)(CCC(C)(C)Cl)C 2,5-dichloro-2,5-dimethylhexane